5-((5,6-dihydropyrrolo[3,4-c]pyrazol-2(4H)-yl)sulfonyl)furo[2,3-b]pyridine N=1N(C=C2C1CNC2)S(=O)(=O)C=2C=C1C(=NC2)OC=C1